N-(1-cyano-2-(2-oxopiperidin-3-yl)ethyl)-2-(4,7-difluoro-6-methyl-1H-indole-2-carbonyl)-5,5-difluorooctahydrocyclopenta[c]pyrrole-1-carboxamide C(#N)C(CC1C(NCCC1)=O)NC(=O)C1N(CC2C1CC(C2)(F)F)C(=O)C=2NC1=C(C(=CC(=C1C2)F)C)F